C(CCCCCCC)NCC(=O)O N-(Octyl)Glycine